4-(piperidin-1-yl)-2-(4-(trifluoromethyl)phenyl)quinoline-7-carboxylic acid N1(CCCCC1)C1=CC(=NC2=CC(=CC=C12)C(=O)O)C1=CC=C(C=C1)C(F)(F)F